(R)-2-(2-amino-2-(4-(ethylsulfonyl)phenyl)ethyl)isoindoline-1,3-dione hydrochloride Cl.N[C@@H](CN1C(C2=CC=CC=C2C1=O)=O)C1=CC=C(C=C1)S(=O)(=O)CC